OC(CCCCCCCCCC)[Se][Se]C(CCCCCCCCCC)O bis(1-hydroxyundecyl) diselenide